C(C)(C)(C)OC(=O)N1C(COCC1)C1=C(C=CC(=C1)Cl)CN(C(=S)NC(C1=CC=CC=C1)=O)C1=C(NC=C1)C(=O)OCC.NC1=CC(=C(C=C1)C1=C(C=C(C=C1)N)C(F)(F)F)C(F)(F)F 4,4'-diamino-2,2'-bis(trifluoromethyl)biphenyl tert-Butyl-3-(2-((3-benzoyl-1-(2-(ethoxycarbonyl)-1h-pyrrol-3-yl)thioureido)methyl)-5-chlorophenyl)morpholine-4-carboxylate